4-(3-((2-(2-fluorophenyl)-4-((methylamino)methyl)-1H-pyrrol-1-yl)sulfonyl)phenyl)-2-methylbutan FC1=C(C=CC=C1)C=1N(C=C(C1)CNC)S(=O)(=O)C=1C=C(C=CC1)CCC(C)C